C(C)(C)(C)OC(=O)N1C[C@@H]2N(CC[C@@H]2[C@H]1C)CC1=CC=CC=C1 |r| Rac-(3aR,4R,6aR)-1-benzyl-4-methyl-hexahydropyrrolo[3,4-b]pyrrole-5(1H)-carboxylic acid tert-butyl ester